2-(4-fluoro-2-methoxy-phenoxy)-N-(4-pyridyl)-5-(trifluoromethyl)pyridine-3-carboxamide FC1=CC(=C(OC2=NC=C(C=C2C(=O)NC2=CC=NC=C2)C(F)(F)F)C=C1)OC